N-(1-(6-(4-(3H-imidazo[4,5-b]pyridin-7-yl)-1H-pyrazol-1-yl)pyridin-3-yl)-2,2,2-trifluoroethyl)-2-cyanoacetamide N1=CNC2=NC=CC(=C21)C=2C=NN(C2)C2=CC=C(C=N2)C(C(F)(F)F)NC(CC#N)=O